FC1=CC=C(C=C1)[C@@H]1CN(CC1)C(=O)C1=CC=C(OC[C@@H](CN2N=C(N=N2)C(=O)OCC)O)C=C1 Ethyl 2-((R)-3-(4-((R)-3-(4-fluorophenyl) pyrrolidine-1-carbonyl)phenoxy)-2-hydroxypropyl)-2H-tetrazole-5-carboxylate